(3-iodoimidazo[1,2-a]pyridin-6-yl)(methyl)carbamic acid tert-butyl ester C(C)(C)(C)OC(N(C)C=1C=CC=2N(C1)C(=CN2)I)=O